3-(7-((3,3-difluoro-1-methylpiperidin-4-yl)amino)-3-ethylbenzo[b]thiophen-2-yl)prop-2-yn FC1(CN(CCC1NC1=CC=CC2=C1SC(=C2CC)C#CC)C)F